methyl (1r,2'S,4S)-4-(3-chloroanilino)-2'-[(2R)-3-hydroxy-2-methylpropyl]-5',6'-dimethoxy-2',3'-dihydrospiro[cyclohexane-1,1'-indene]-4-carboxylate ClC=1C=C(NC2(CCC3([C@H](CC4=CC(=C(C=C34)OC)OC)C[C@H](CO)C)CC2)C(=O)OC)C=CC1